1-(4-[(2,6-Difluorophenyl)carbamoyl]-3-{[(2S)-1,1,1-trifluoropropan-2-yl]oxy}phenyl)-4-ethyl-5-oxo-4,5-dihydro-1H-1,2,4-triazol FC1=C(C(=CC=C1)F)NC(=O)C1=C(C=C(C=C1)N1N=CN(C1=O)CC)O[C@H](C(F)(F)F)C